CS(=O)(=O)OCC=1N=C2N(C=C(C=C2F)NC(=O)C2=CC=C(C3=CN(N=C23)C)N2CCC(CC2)N(CC)C(=O)OC(C)(C)C)C1 (6-(4-(4-((tert-butoxycarbonyl)(ethyl)amino)-piperidin-1-yl)-2-methyl-2H-indazole-7-carboxamido)-8-fluoroimidazo[1,2-a]pyridin-2-yl)-methyl methanesulfonate